N1(N=CC=C1)C=1C=C(C=CC1)[C@@H]1C[C@@H](N(C(C1)=O)C(=O)OC(C)(C)C)C(=O)[O-] tert-butyl (2R,4R)-4-(3-(1H-pyrazol-1-yl) phenyl)-6-oxopiperidine-1,2-dicarboxylate